6-N-(2-amino-2-phenylethyl)-1-methyl-4-N-(trideuteriomethyl)pyrazolo[3,4-d]pyrimidine-4,6-diamine NC(CNC1=NC(=C2C(=N1)N(N=C2)C)NC([2H])([2H])[2H])C2=CC=CC=C2